C(N)(=O)C=1N(C2=CC(=CC=C2C1)OC(F)(F)F)C=1C=C(C=CC1)[C@@H]1C([C@H]1C(=O)O)(C)C |r| trans-(rac)-3-(3-(2-carbamoyl-6-(trifluoromethoxy)-1H-indol-1-yl)phenyl)-2,2-dimethylcyclopropane-1-carboxylic acid